CC1=NN=C2N1C=CC=C2 3-methyl-[1,2,4]triazolo[4,3-a]pyridin